N1=NC=C2C1=C1C=CC=CC1=N2 indolopyrazole